FC(C(=O)O)(F)F.C1(=CC(=CC=C1)CNC1=NC=C2N(C1=O)C(CC2)C(=O)NCC=2C(=NC(=CC2)N)C)C2=CC=CC=C2 3-(([1,1'-biphenyl]-3-ylmethyl)amino)-N-((6-amino-2-methylpyridin-3-yl)methyl)-4-oxo-4,6,7,8-tetrahydropyrrolo[1,2-a]pyrazine-6-carboxamide trifluoroacetate